ClC1=C(C=CC2=C1C(=NC(CN2)C)C2=C(C=CC(=C2)OC)F)Cl 6,7-Dichloro-5-(2-fluoro-5-methoxy-phenyl)-3-methyl-1,3-dihydro-1,4-benzodiazepine